bis-vinyl ethylene carbonate C(O)(O)=O.C(=C)C=CC=C